CN(CCN(C1=NC(=C(C=C1N)NC1=NC=NC(=N1)N1CC(C2=NC(=CC=C21)C)(C)C)OC(C)C)C)C N2-(2-(dimethylamino)ethyl)-6-isopropoxy-N2-methyl-N5-(4-(3,3,5-trimethyl-2,3-dihydro-1H-pyrrolo[3,2-b]pyridin-1-yl)-1,3,5-triazin-2-yl)pyridin-2,3,5-triamine